C[C@H]1[C@@H]2CC=C3[C@@H]4CC[C@@H]([C@]4(CC[C@@H]3[C@]2(C[C@H]([C@@H]1O[C@H]5[C@H]([C@@H]([C@H]([C@@H](O5)C)O)O)O)OC(=O)C)C)C)[C@@H](CCC(=C)C(C)C)C(=O)O The molecule is a steroid saponin that is 4-methylergosta-7,24(28)-dien-21-oic acid attached to an acetyloxy group at position 2, and a alpha-L-quinovopyranosyloxy group at position 3 (the 2alpha,3beta,4alpha,5alpha stereoisomer). It has been isolated from the roots of Breynia fruticosa. It has a role as a plant metabolite. It is a steroid acid, a steroid saponin, a steroid ester, a deoxyglucose derivative, a monosaccharide derivative, an acetate ester and a monocarboxylic acid.